OCC([C@H](C[C@H]1C(NCC1)=O)NC([C@H](CC(C)C)NC(C(=O)NC1=CC(=CC=C1)OC)=O)=O)=O N1-((S)-1-(((S)-4-hydroxy-3-oxo-1-((S)-2-oxopyrrolidin-3-yl)butan-2-yl)amino)-4-methyl-1-oxopentan-2-yl)-N2-(3-methoxyphenyl)oxalamide